C(C)(C)(C)OC(=O)N1C[C@@H](O[C@@H](C1)C)C(=O)O (2R,6R)-4-(tert-butoxycarbonyl)-6-methylmorpholine-2-carboxylic acid